ClC1=C(C=2N=C(N=C(C2C=N1)N1CC2(CCCO2)CCC1)OC[C@]12CCCN2C[C@@H](C1)F)F 7-(7-chloro-8-fluoro-2-(((2R,7aS)-2-fluorotetrahydro-1H-pyrrolizin-7a(5H)-yl)methoxy)pyrido[4,3-d]pyrimidin-4-yl)-1-oxa-7-azaspiro[4.5]decane